ethylenediaminetetraglyoxime C(CN(C(=NO)C=NO)C(=NO)C=NO)N(C(=NO)C=NO)C(=NO)C=NO